(R)-1,1,1-trifluoro-2-(8-(5-(((5-fluoro-2,3-dihydrobenzofuran-4-yl)methyl)amino)-[1,2,4]triazolo[4,3-c]pyrimidin-8-yl)-[1,2,4]triazolo[1,5-a]pyridin-5-yl)propan-2-ol FC([C@](C)(O)C1=CC=C(C=2N1N=CN2)C=2C=1N(C(=NC2)NCC2=C(C=CC3=C2CCO3)F)C=NN1)(F)F